1H-imidazo[4,5-c]quinoline, formate salt C(=O)O.N1C=NC=2C=NC=3C=CC=CC3C21